FC(C(=O)O)(F)F.CC1=NSC(=C1)N1CCNCC1 3-methyl-5-(piperazin-1-yl)isothiazole 2,2,2-trifluoroacetate